FC(C(=O)N1CC2=CC(=C(C=C2CC1)OC)[N+](=O)[O-])(F)F 2,2,2-trifluoro-1-(6-methoxy-7-nitro-3,4-dihydroisoquinolin-2(1H)-yl)ethane-1-one